N=1N=CN2C1C=CC(=C2)C2=CNC=1N=C(N=CC12)NC1CCC2(OCCO2)CC1 5-([1,2,4]triazolo[4,3-a]pyridin-6-yl)-N-(1,4-dioxaspiro[4.5]decan-8-yl)-7H-pyrrolo[2,3-d]pyrimidin-2-amine